(4-methyl-7-oxabicyclo[4.1.0]hept-3-yl)methanol CC1C(CC2OC2C1)CO